FC(C)(F)C1=NC(=CC(=N1)NC1=CC(=NC=C1C1=NC=C(N=C1)[C@@H](C)N(C)C)NC(C)=O)C (R)-N-(4-((2-(1,1-difluoroethyl)-6-methylpyrimidin-4-yl)amino)-5-(5-(1-(dimethylamino)ethyl)pyrazin-2-yl)pyridin-2-yl)acetamide